tin di[2-ethylhexanoate] C(C)C(C(=O)[O-])CCCC.C(C)C(C(=O)[O-])CCCC.[Sn+2]